C(C)(C)(C)OC(=O)N[C@@H]1C(N(C2=C(SC1)C=C(C(=C2)C(=O)OC)F)CC2=CC=C(C=C2)Cl)=O methyl (R)-3-((tert-butoxycarbonyl)amino)-5-(4-chlorobenzyl)-8-fluoro-4-oxo-2,3,4,5-tetrahydrobenzo[b][1,4]thiazepine-7-carboxylate